CS(=O)(=N)CC=1C(=NC=CC1)C1=CC=NC=C1 4-[(methylsulfonimidoyl)methyl-pyridin-2-yl]pyridin